6-decyltetradecyl alcohol C(CCCCCCCCC)C(CCCCCO)CCCCCCCC